((3R,4R)-4-(((6-(ethyl(4-(trifluoromethyl)benzyl)amino)-5-fluoropyrimidin-4-yl)amino)methyl)-3-hydroxypiperidin-1-yl)acetamide C(C)N(C1=C(C(=NC=N1)NC[C@@H]1[C@H](CN(CC1)CC(=O)N)O)F)CC1=CC=C(C=C1)C(F)(F)F